[Cl-].[Cl-].C(C1=CC=CC=C1)(C1=CC=CC=C1)[Hf+2](C1=C(C=CC=2C3=CC=C(C=C3CC12)C(C)(C)C)C(C)(C)C)C1C=CC=C1 benzhydryl-(cyclopentadienyl)(2,7-di-tert-butylfluorenyl)hafnium dichloride